2-amino-4-(3-fluorothiophen-2-yl)benzonitrile NC1=C(C#N)C=CC(=C1)C=1SC=CC1F